4-chlorophenyl-(pyridine-2-yl)-methanone ClC1=CC=C(C=C1)C(=O)C1=NC=CC=C1